N,N'-BIS(2-AMINOETHYL)-1,2-ETHANEDIAMINE TETRAHYDROCHLORIDE Cl.Cl.Cl.Cl.NCCNCCNCCN